BrC1=CC(=NN1C1=CC=C(C=C1)N1CCNCC1)N1C(=CC=C1C)C 1-(4-(5-bromo-3-(2,5-dimethyl-1H-pyrrol-1-yl)-1H-pyrazol-1-yl)phenyl)piperazine